C1(=CC=CC=C1)C1=NC2=C(N1)C=CC=C2 2-phenyl-1H-benzimidazole